4-(2-(difluoromethyl)-5-methylpyridin-4-yl)-6-(6-(trifluoromethyl)pyridin-2-yl)-N-(2-(trifluoromethyl)pyridin-4-yl)-1,3,5-triazin-2-amine FC(C1=NC=C(C(=C1)C1=NC(=NC(=N1)C1=NC(=CC=C1)C(F)(F)F)NC1=CC(=NC=C1)C(F)(F)F)C)F